3-(6-azaspiro[2.5]octan-6-yl)-5-(1,1,1-trifluoro-2-hydroxypropan-2-yl)pyrazine-2-carboxylic acid C1CC12CCN(CC2)C=2C(=NC=C(N2)C(C(F)(F)F)(C)O)C(=O)O